C(C(C)C)C1CCC2N(CCC3=CC(=C(C=C23)OC)OC)C1 3-isobutyl-9,10-dimethoxy-3,4,6,7-tetrahydro-1H-pyrido[2,1-a]isoquinolin